tert-butyl (S)-(2-hydroxybutyl)((6-hydroxyisoquinolin-7-yl)methyl)carbamate O[C@H](CN(C(OC(C)(C)C)=O)CC1=C(C=C2C=CN=CC2=C1)O)CC